(R)-6-(cyclopropanecarboxamido)-4-((3-(difluoromethyl)-2,4,5-trimethyl-4,5-dihydro-3H-imidazo[4,5-c][1,7]naphthyridin-6-yl)amino)-N-(methyl-d3)pyridazine-3-carboxamide C1(CC1)C(=O)NC1=CC(=C(N=N1)C(=O)NC([2H])([2H])[2H])NC1=NC=CC=2C3=C([C@H](N(C12)C)C)N(C(=N3)C)C(F)F